BrC=1C=C(C=CC1F)N1ON(C(=C1)NCC(C)NS(=O)(=O)C)O (Z)-N-(3-bromo-4-fluorophenyl)-N'-hydroxy-4-((2-(methylsulfonylamino)propyl)amino)-1,2,5-oxadiazole